(R)-4-(3-hydroxypropyl)-2,2-dimethyl-oxazolidine-3-carboxylic acid tert-butyl ester C(C)(C)(C)OC(=O)N1C(OC[C@H]1CCCO)(C)C